C(CCC)S(=O)C1=NC(=NC2=CC=C(C=C12)C(F)(F)F)OC1CCN(CC1)C(=O)OC(C)(C)C tert-Butyl 4-((4-(butylsulfinyl)-6-(trifluoromethyl)quinazolin-2-yl)oxy)piperidine-1-carboxylate